BrC=1C=NN(C1)C1(CN(CC1)C(=O)OC(C)(C)C)C1=CC=CC=C1 tert-butyl 3-(4-bromo-1H-pyrazol-1-yl)-3-phenylpyrrolidine-1-carboxylate